5-cyclohexyl-7-oxo-bicyclo[2.2.1]Hept-2-ene C1(CCCCC1)C1C2C=CC(C1)C2=O